Tert-butyl-(1-(cyclopropylmethyl)-7-(2-ethyl-6-methylpyridin-3-yl)-3-fluoro-2-(1,2,5,6-tetrahydropyridin-3-yl)-1H-indol-5-yl)(4-cyclopropylpiperazin-1-yl)methanone C(C)(C)(C)C1N(CCN(C1)C1CC1)C(=O)C=1C=C2C(=C(N(C2=C(C1)C=1C(=NC(=CC1)C)CC)CC1CC1)C=1CNCCC1)F